CC1=NC(=CC2=C1COC2=O)C 4,6-dimethylfuro[3,4-c]pyridin-1(3H)-one